4-methyl-2-oxo-N-(quinolin-2-yl)-2H-chromene-7-carboxamide CC1=CC(OC2=CC(=CC=C12)C(=O)NC1=NC2=CC=CC=C2C=C1)=O